5-chloro-N-((1r,4r)-4-((3-(isoquinolin-6-yl)-2-oxo-2,3-dihydro-1H-benzo[d]imidazol-1-yl)methyl)cyclohexyl)-2-methylnicotinamide ClC=1C=NC(=C(C(=O)NC2CCC(CC2)CN2C(N(C3=C2C=CC=C3)C=3C=C2C=CN=CC2=CC3)=O)C1)C